O[C@@H]1C[C@H](C2=C1N=CN=C2N2CCN(CC2)C([C@H](CNC2CCOCC2)C2=CC=C(C=C2)OC(F)(F)F)=O)C (S)-1-(4-((5R,7R)-7-hydroxy-5-methyl-6,7-dihydro-5H-cyclopenta[d]pyrimidin-4-yl)piperazin-1-yl)-3-(tetrahydro-2H-pyran-4-ylamino)-2-(4-(trifluoromethoxy)phenyl)propan-1-one